tris(2-ethyl-3,3-dimethyl-phenyl)aluminum C(C)C1C(=CC=CC1(C)C)[Al](C=1C(C(C=CC1)(C)C)CC)C=1C(C(C=CC1)(C)C)CC